6-methyl-N-(5-methyl-4-oxo-2,3,4,5-tetrahydropyrido[3,2-b][1,4]oxazepin-3-yl)-4-oxo-1-(2,2,3,3,3-pentafluoro-propyl)-1,4-dihydropyridazine-3-carboxamide CC1=CC(C(=NN1CC(C(F)(F)F)(F)F)C(=O)NC1C(N(C2=C(OC1)C=CC=N2)C)=O)=O